N-(3-chloro-4-fluorophenyl)-4,4-dimethyl-7-(4-morpholinopiperidin-1-yl)-3,4-dihydroisoquinoline-2(1H)-carboxamide ClC=1C=C(C=CC1F)NC(=O)N1CC2=CC(=CC=C2C(C1)(C)C)N1CCC(CC1)N1CCOCC1